3-(2-chloro-6-methyl-4-pyridyl)-2-(3-cyanophenyl)-N-(3-hydroxy-1-bicyclo[1.1.1]pentanyl)pyrazolo[1,5-a]pyrimidine-5-carboxamide ClC1=NC(=CC(=C1)C=1C(=NN2C1N=C(C=C2)C(=O)NC21CC(C2)(C1)O)C1=CC(=CC=C1)C#N)C